FC(OC=1C=C(C=CC1)C1=CN=C2N1N=C(C=C2)NCC2(CCNCC2)C(=O)O)(F)F 4-(((3-(3-(trifluoromethoxy)phenyl)imidazo[1,2-b]pyridazin-6-yl)amino)methyl)piperidine-4-Carboxylic acid